{1-[(3,3-difluorocyclobutyl)methyl]-1H-pyrazol-4-yl}-7-[(7-fluoro-2-methyl-1H-1,3-benzodiazol-6-yl)oxy]-8-(oxolan-3-yl)quinoxaline FC1(CC(C1)CN1N=CC(=C1)C1=NC2=C(C(=CC=C2N=C1)OC=1C=CC2=C(NC(=N2)C)C1F)C1COCC1)F